2,2',2''-(11-((6-methylpyridin-2-yl)methyl)-1,4,8,11-tetraazacyclotetradecane-1,4,8-triyl)triacetic acid CC1=CC=CC(=N1)CN1CCN(CCCN(CCN(CCC1)CC(=O)O)CC(=O)O)CC(=O)O